tetrahydroxy-6,11-dioxo-6a,10a-dihydro-1H-tetracene-2-carboxylate OC12C=CC=CC1(C(C=1C=C3C=CC(C(C3=CC1C2=O)(O)O)C(=O)[O-])=O)O